CC=1N(CC(=NC1)C)C 5-methyl-2,4-dimethylpyrazine